ClC(COCC1=C(N)C=C(C=C1)C)Cl 2-((2,2-Dichloroethoxy)methyl)-5-methylaniline